4-(4-((4-(1H-pyrazol-1-yl)piperidin-1-yl)methyl)-3-fluorobenzylamino)-2-(2,6-dioxopiperidin-3-yl)isoindoline-1,3-dione N1(N=CC=C1)C1CCN(CC1)CC1=C(C=C(CNC2=C3C(N(C(C3=CC=C2)=O)C2C(NC(CC2)=O)=O)=O)C=C1)F